5-Ethylthiomethoxyindole C(C)SCOC=1C=C2C=CNC2=CC1